N-(4-(7-methoxy-6-(2-(4-methylpiperazin-1-yl)ethoxy)quinazolin-4-yl)phenyl)-2-(4-(trifluoromethyl)phenyl)acetamide COC1=C(C=C2C(=NC=NC2=C1)C1=CC=C(C=C1)NC(CC1=CC=C(C=C1)C(F)(F)F)=O)OCCN1CCN(CC1)C